[Cl-].C[N+]1=CN(C=C1)C=C 1-methyl-3-vinylimidazol-1-ium chloride